COC1=CC=C(C=C1)C1=CN=C(N1)CNC1=NC(=NN2C1=NC=C2C(F)(F)F)S(=O)C N-{[5-(4-methoxyphenyl)-1H-imidazol-2-yl]methyl}-2-(methylsulfinyl)-7-(trifluoromethyl)imidazo[2,1-f][1,2,4]triazin-4-amine